2-Phenoxyoctaethyleneglycol methacrylat C(C(=C)C)(=O)O.O(C1=CC=CC=C1)C(CO)OCCOCCOCCOCCOCCOCCOCCO